C12(CC3CC(CC(C1)C3)C2)CC(=O)N2CCN(CC2)C2=CC(=C(C=C2)NC=2N=CC3=C(N2)N(C(C=C3C)=O)C=3C=C(C=CC3)NC(CN)=O)OC N-(3-(2-((4-(4-(2-((3R,5R,7R)-adamantan-1-yl)acetyl)piperazin-1-yl)-2-Methoxyphenyl)amino)-5-methyl-7-oxopyrido[2,3-d]pyrimidin-8(7H)-yl)phenyl)-2-aminoacetamide